5-((1S)-(2-(6-fluoro-1H-indol-3-yl)ethyl)-3-adamantylmethyl)-1,2,4-oxadiazol FC1=CC=C2C(=CNC2=C1)CC[C@H](C1=NC=NO1)C12CC3CC(CC(C1)C3)C2